5-(3-cyclopropylpyrazolo[1,5-a]pyrimidin-5-yl)-N-(3-(4-methylpiperazin-1-yl)phenyl)-7H-pyrrolo[2,3-d]pyrimidin-2-amine C1(CC1)C=1C=NN2C1N=C(C=C2)C2=CNC=1N=C(N=CC12)NC1=CC(=CC=C1)N1CCN(CC1)C